NCCCN1CCN(CC1)CCCN N,N'-bis(aminopropyl)-piperazine